OC1(COC1)C=1C=C(C=C(C1)OC)C1=CC=C(C=C1)CC=1C(=C(SC1C)C)C(=O)NC1CC2(CC(C2)C(=O)O)C1 6-(4-((3'-(3-hydroxyoxetane-3-yl)-5'-methoxy-[1,1'-biphenyl]-4-yl)methyl)-2,5-dimethylthiophene-3-carboxamido)spiro[3.3]heptane-2-carboxylic acid